N-(2-aminophenyl)-2,2-difluorocyclobutane-1-carboxamide NC1=C(C=CC=C1)NC(=O)C1C(CC1)(F)F